COC1=C(C=CC=C1)CC(=O)O 2-methoxyphenylacetic acid